COCC1(C=CC=C1)COC 1,1-bis(methoxymethyl)-cyclopentadiene